C(CC1=CC=CC=C1)C1=NC=CC=C1 2-phenethyl-pyridine